C(CCC)N1CCC2(OC3(CC3)C(N(C2)CC)=O)CC1 8-butyl-12-ethyl-4-oxa-8,12-diazadispiro[2.1.5.3]tridecan-13-one